1-(4-(6-chloro-8-fluoro-7-(2-hydroxynaphthalen-1-yl)quinazolin-4-yl)piperazin-1-yl)prop-2-en-1-one ClC=1C=C2C(=NC=NC2=C(C1C1=C(C=CC2=CC=CC=C12)O)F)N1CCN(CC1)C(C=C)=O